OC=1C=C(C2=CC=CC=C2C1)C1=C2C(=NC(=C1C#N)N1CC3(CN(C3)C(C=C)=O)CC1)CC(C2)(C)C (M)-4-(3-hydroxy-1-naphthalenyl)-6,6-dimethyl-2-(2-(2-propenoyl)-2,6-diazaspiro[3.4]octan-6-yl)-6,7-dihydro-5H-cyclopenta[b]pyridine-3-carbonitrile